C(C)C(CC)=C 3-ethyl-3-butene